2-(4-Methoxystyryl)tetrahydrofuran COC1=CC=C(C=CC2OCCC2)C=C1